3α-ethyl-3β-hydroxy-5α-androstan-17-one C(C)[C@]1(C[C@@H]2CC[C@H]3[C@@H]4CCC([C@@]4(C)CC[C@@H]3[C@]2(CC1)C)=O)O